C(C1=CC=CC=C1)OC1=C(OC=CC1=O)C 3-(benzyloxy)-2-methyl-4H-pyran-4-one